N[C@H](C(=O)O)CC1=NNC=C1 (S)-2-amino-3-(1H-pyrazol-3-yl)propanoic acid